Methyl 2-(1H-pyrrolo[2,3-b]pyridin-5-yloxy)-4-(4-((2-(4-chlorophenyl)-5,5-bis(fluoromethyl)cyclohex-1-enyl)methyl)piperazin-1-yl)benzoate N1C=CC=2C1=NC=C(C2)OC2=C(C(=O)OC)C=CC(=C2)N2CCN(CC2)CC2=C(CCC(C2)(CF)CF)C2=CC=C(C=C2)Cl